tert-Butyl 6-(2-((1E,3E)-4-(6-(methylamino)pyridin-3-yl)buta-1,3-dienyl)benzo[d]thiazol-6-yloxy)octyl-carbamate CNC1=CC=C(C=N1)/C=C/C=C/C=1SC2=C(N1)C=CC(=C2)OC(CCCCCNC(OC(C)(C)C)=O)CC